C12CCC(CCC2C1)=O bicyclo[5.1.0]octan-4-one